trans-6-((4-((S)-3-(3,5-difluorophenyl)isoxazolidine-2-carbonyl)cyclohexyl)methoxy)pyrimidine-4-carboxamide FC=1C=C(C=C(C1)F)[C@H]1N(OCC1)C(=O)[C@@H]1CC[C@H](CC1)COC1=CC(=NC=N1)C(=O)N